ClC1=NC(=CC=C1CC(=O)O)C 2-(2-chloro-6-methylpyridin-3-yl)acetic acid